OC1=CCC2CCCC1C2 4-hydroxybicyclo[3.3.1]non-3-en